N1(CCOCC1)C1=NC2=C(N=CC=C2C(=C1)NC(C)C)C1=CC=NN1 2-(morpholin-4-yl)-N-(propan-2-yl)-8-(1H-pyrazol-5-yl)-1,7-naphthyridin-4-amine